3-chloro-2-(trifluoromethyl)thiophenol ClC=1C(=C(C=CC1)S)C(F)(F)F